2-(3,3-difluoropiperidin-1-yl)acetonitrile FC1(CN(CCC1)CC#N)F